Cl.C[C@H]1CNC[C@@H]1C |r| rac-(3R,4R)-3,4-dimethylpyrrolidine hydrochloride